[Cl-].OCCN1C=[N+](C=C1)C(CCCCCCCCCCCCCC)CCCCC(CCCCCCCCCCCCCC)CCCCCCCCCCCCCC 1-(2-hydroxyethyl)-3-(20-tetradecyltetratriacontan-15-yl)-1H-imidazol-3-ium chloride